2-((3,4-dimethoxybenzyl)amino)-3-methyl-1,7-naphthyridine-6-carboxylic acid COC=1C=C(CNC2=NC3=CN=C(C=C3C=C2C)C(=O)O)C=CC1OC